NC1=C(C=C(C=C1)C(=O)OC)N1C(=CC(=C1)C)C(=O)OCC ethyl 1-[2-amino-5-(methoxycarbonyl)phenyl]-4-methylpyrrole-2-carboxylate